[(3R,5R)-5-(1H-indol-3-ylmethyl)piperidin-3-yl]methanol N1C=C(C2=CC=CC=C12)C[C@H]1C[C@H](CNC1)CO